NC=1C2=C(N=CN1)N(C(=C2C2=CC=C(C=C2)OC=2OC(=NN2)C)C2=CC=C(C=C2)NC(C(=C)C)=O)C N-(4-(4-amino-7-methyl-5-(4-((5-methyl-1,3,4-oxadiazol-2-yl)oxy)phenyl)-7H-pyrrolo[2,3-d]pyrimidin-6-yl)phenyl)methacrylamide